C(C)(C)(C)[Pd](C1=C(C=CC=C1)C1=C(C=CC=C1)N)(PC)C(C)(C)C (di-tert-butyl)methylphosphino(2'-amino-1,1'-biphenyl-2-yl)palladium